CN(S(=O)(=O)C(F)F)C N,N-dimethyldifluoromethanesulfonamide